CC1=NN2C(C[C@@H](CC2(C)C)C2=CC=CC=C2)=C1C(=O)NC(C(=O)O)CC ((((5R)-2,7,7-trimethyl-5-phenyl-4,5,6,7-tetrahydropyrazolo[1,5-a]pyridin-3-yl)carbonyl)amino)butanoic acid